C(C1=CC=CC=C1)N1N=C(N=C1)C(=O)NC1C(N(C=2N(CC1)N=C(C2)C(C)(C)O)C)=O 1-Benzyl-N-[2-(1-hydroxy-1-methylethyl)-4-methyl-5-oxo-7,8-dihydro-6H-pyrazolo[1,5-a][1,3]diazepin-6-yl]-1,2,4-triazol-3-carboxamid